C(C)NC(=O)N1CC2(CCN3N=C(C=C32)C=3C=C2C(=NC3)NN=C2C)C1 N-ethyl-2'-(3-methyl-1H-pyrazolo[3,4-b]pyridin-5-yl)-5',6'-dihydrospiro[azetidine-3,4'-pyrrolo[1,2-b]pyrazole]-1-carboxamide